[Si](C1=CC=CC=C1)(C1=CC=CC=C1)(C(C)(C)C)OC[C@@H]1CO[C@@H](CN1C(=O)OC(C)(C)C)C(NC(C)(C)C1=C(C(=C(C=C1)F)C)F)=O tert-butyl (2S,5S)-5-(((tert-butyldiphenylsilyl)oxy)methyl)-2-((2-(2,4-difluoro-3-methylphenyl)propan-2-yl)carbamoyl)morpholine-4-carboxylate